NC1=C(C=2C(=NC(=CC2)C)N1C1=C(C(=CC=C1C)OC)C)C(=O)N 2-amino-1-(3-methoxy-2,6-dimethyl-phenyl)-6-methyl-pyrrolo[2,3-b]pyridine-3-carboxamide